CC(CC1CN(CC(CN1)O)C(=O)[O-])(C)C 3-(2,2-dimethylpropyl)-6-hydroxy-1,4-diazepane-1-carboxylate